N-[(3S)-9-Fluoro-2-oxo-5-phenyl-1,3-dihydro-1,4-benzodiazepin-3-yl]-2-(2-fluorophenyl)-6-methylpyrazolo[1,5-a]pyrimidine-3-carboxamide FC1=CC=CC=2C(=N[C@@H](C(NC21)=O)NC(=O)C=2C(=NN1C2N=CC(=C1)C)C1=C(C=CC=C1)F)C1=CC=CC=C1